tert-butyl (2R,3S)-2-[[tert-butyl(diphenyl)silyl]oxymethyl]-3-isopropenyl-5-oxo-pyrrolidine-1-carboxylate [Si](C1=CC=CC=C1)(C1=CC=CC=C1)(C(C)(C)C)OC[C@@H]1N(C(C[C@H]1C(=C)C)=O)C(=O)OC(C)(C)C